O-(2-carboxyprop-2-yl)hydroxylamine C(=O)(O)C(C)(C)ON